2-amino-6-(trifluoromethyl)benzenepropionic acid NC1=C(C(=CC=C1)C(F)(F)F)CCC(=O)O